1-(hydroxymethyl)cyclopropane-1-ol OCC1(CC1)O